methyl oxovalerate O=C(C(=O)OC)CCC